3-[3-methyl-1-(4-methyl-1,2,4-triazol-3-yl)cyclobutyl]aniline CC1CC(C1)(C1=NN=CN1C)C=1C=C(N)C=CC1